5-(2-methylpropan-2-yl)-4-phenyl-2H-pyrazol-3-amine CC(C)(C)C=1C(=C(NN1)N)C1=CC=CC=C1